3-(phenyl-2,3,4,5,6-d5)-9H-carbazole C1(=C(C(=C(C(=C1[2H])[2H])[2H])[2H])[2H])C=1C=CC=2NC3=CC=CC=C3C2C1